(E)-N-(2-(3-(tert-Butyl)-2-fluoro-6-hydroxy-5-(hydroxymethyl)benzoyl)isoindolin-4-yl)-4-(dimethylamino)-N-methylbut-2-enamide C(C)(C)(C)C=1C(=C(C(=O)N2CC3=CC=CC(=C3C2)N(C(\C=C\CN(C)C)=O)C)C(=C(C1)CO)O)F